[Si](C)(C)(C(C)(C)C)O[C@H]1C[C@@H](O[C@@H]1C=O)N1C2=NC=NC(=C2N=C1)NC(C(C)C)=O N-[9-[(2R,4S,5S)-4-[(tert-butyldimethylsilyl)oxy]-5-formyloxolan-2-yl]purin-6-yl]-2-methylpropanamide